(R)-5-ethyl-2-(((1-(4-fluorobenzyl)-1H-pyrazol-4-yl)methyl)amino)-8-isopropyl-7-methyl-7,8-dihydropteridin-6(5H)-one C(C)N1C=2C=NC(=NC2N([C@@H](C1=O)C)C(C)C)NCC=1C=NN(C1)CC1=CC=C(C=C1)F